C(CCCCCCCCCCCCCCC)(=O)OC[C@@H](OC(CCCCCCCCCCCCCCCCC)=O)COP(=O)(O)OCCN 1-palmitoyl-2-stearoyl-sn-glycero-3-phosphoethanolamine